ClC1=C(C=CC=C1F)C1=C(C2=C(CCC1)C=C(C=C2)O)C2=CC=C(C=C2)O[C@@H]2CN(CC2)CCCF 6-(2-chloro-3-fluorophenyl)-5-[4-[(3S)-1-(3-fluoropropyl)pyrrolidin-3-yl]oxyphenyl]-8,9-dihydro-7H-benzo[7]annulen-2-ol